4-(difluoromethoxy)-N-(6-methyl-5-(7-(methylamino)-1,6-naphthyridin-3-yl)pyridin-3-yl)picolinamide FC(OC1=CC(=NC=C1)C(=O)NC=1C=NC(=C(C1)C=1C=NC2=CC(=NC=C2C1)NC)C)F